ClC1=CC=C2C(=N1)C(=CS2)C=2C=NSC2 5-chloro-3-(isothiazol-4-yl)thieno[3,2-b]pyridine